tert-butyl-(3R)-3-(1-methoxy-1-methyl-ethyl)pyrrolidine-1-carboxylate C(C)(C)(C)OC(=O)N1C[C@@H](CC1)C(C)(C)OC